3-[4-[9-[[4-(5-Amino-6-methoxy-indazol-2-yl)cyclohexyl]methyl]-3,9-diazaspiro[5.5]undec-3-yl]-3-methyl-2-oxo-benzimidazol-1-yl]piperidine-2,6-dione NC1=CC2=CN(N=C2C=C1OC)C1CCC(CC1)CN1CCC2(CCN(CC2)C2=CC=CC=3N(C(N(C32)C)=O)C3C(NC(CC3)=O)=O)CC1